NC1=NC=2C=CC(=CC2C2=C1[C@H](OC2)C)C(=O)N(CC2=NC=C(C=C2)C(F)(F)F)[C@@H]2[C@@H](C2)OCC (3R)-4-amino-N-((1s,2R)-2-ethoxycyclopropyl)-3-methyl-N-((5-(trifluoromethyl)-2-pyridinyl)methyl)-1,3-dihydrofuro[3,4-c]quinoline-8-carboxamide